[5-(2,4-difluorophenyl)isoxazol-3-yl]-[7-methyl-7-(1-methylpyrazol-4-yl)-4,6-dihydrothieno[3,2-c]pyridin-5-yl]methanone FC1=C(C=CC(=C1)F)C1=CC(=NO1)C(=O)N1CC2=C(C(C1)(C=1C=NN(C1)C)C)SC=C2